2-Methyl-undecanal CC(C=O)CCCCCCCCC